methyl 5-((2-methyl-6-(1-methyl-5-(((tetrahydro-2H-pyran-2-yl)oxy)methyl)-1H-1,2,3-triazol-4-yl)pyridin-3-yl)oxy)octahydropentalene-1-carboxylate CC1=NC(=CC=C1OC1CC2CCC(C2C1)C(=O)OC)C=1N=NN(C1COC1OCCCC1)C